methyl 2-(3-bromo-2-fluoro-phenyl)acetate BrC=1C(=C(C=CC1)CC(=O)OC)F